benzyl ((R)-1-oxo-1-(((S)-3-oxopent-4-en-2-yl)amino)-3-phenylpropan-2-yl)carbamate O=C([C@@H](CC1=CC=CC=C1)NC(OCC1=CC=CC=C1)=O)N[C@@H](C)C(C=C)=O